C(#N)/C(/C(=O)N)=C\C1=C(C=CC=C1)F (E)-2-cyano-3-(2-fluorophenyl)acrylamide